N1SNN=C1 1H-azaThiadiazole